2,4,6-tris(aminophenyl)-1,3,5-triazine NC1=C(C=CC=C1)C1=NC(=NC(=N1)C1=C(C=CC=C1)N)C1=C(C=CC=C1)N